3-acrylamido-N-methyl-4-(3-(trifluoromethyl)benzyloxy)benzamide C(C=C)(=O)NC=1C=C(C(=O)NC)C=CC1OCC1=CC(=CC=C1)C(F)(F)F